CO[C@@H]1CC2(CC(CN2C1)=C)CO ((2R)-2-methoxy-6-methylenetetrahydro-1H-pyrrolizin-7a(5H)-yl)methanol